diphenyltriazinyl[phenyl(dimethylfluorenyl)dibenzofuranyl]Benzene C1(=CC=CC=C1)C1=C(C(=C(C=C1)C1=C(C(=CC=2OC3=C(C21)C=CC=C3)C3=CC=CC=C3)C3=C(C(=CC=2C1=CC=CC=C1CC32)C)C)C3=NN=NC=C3)C3=CC=CC=C3